C1(CC1)C=1C=NC(=NC1)N[C@@H]1C[C@H](CC1)N (1S,3S)-N1-(5-cyclopropylpyrimidin-2-yl)cyclopentane-1,3-diamine